(1Z)-1,3,3,3-tetrafluoropropene F\C=C/C(F)(F)F